N1=C(C=C(C=C1)C(=O)O)C1=NC=CC(=C1)C(=O)O 2,2'-bipyridine-4,4'-Dicarboxylic acid